tert-butyl diazomalate [N+](=[N-])=C(C(C(=O)OC(C)(C)C)O)C(=O)[O-]